CN1CCC=2C=CC(=NC2C1)N 7-methyl-5,6,7,8-tetrahydro-1,7-naphthyridin-2-amine